2,3-dibromo-1,4-Naphthoquinone BrC=1C(C2=CC=CC=C2C(C1Br)=O)=O